2-methyl-6-(1-methyl-2-oxo-1,2-dihydropyridin-4-yl)phthalazin-1(2H)-one CN1C(C2=CC=C(C=C2C=N1)C1=CC(N(C=C1)C)=O)=O